NN1C=NC(=C1C(=O)N)C1=CC=C(C=C1)C(NC1=NC=CC=C1)=O 1-amino-4-(4-(pyridin-2-yl-carbamoyl)Phenyl)-1H-imidazole-5-carboxamide